BrCC1=C(C(N=C(N1)C=1SC=CN1)C1=C(C(=C(C=C1)F)F)C)C(=O)OCC ethyl 6-(bromomethyl)-4-(3,4-difluoro-2-methylphenyl)-2-(thiazol-2-yl)-1,4-dihydropyrimidine-5-carboxylate